ClC=1C=C2C(=NC=NC2=C(C1)C(F)(F)F)N[C@@H](C)C1=NC=NN1C1=CC(=NC=N1)N1C(OCC1)=O 3-[6-[5-[(1S)-1-[[6-chloro-8-(trifluoromethyl)quinazolin-4-yl]amino]ethyl]-1,2,4-triazol-1-yl]pyrimidin-4-yl]oxazolidin-2-one